4,6-dimethyl-5-n-butyl-dibenzothiophenium mesylate S(C)(=O)(=O)[O-].CC1=CC=CC2=C1[S+](C1=C2C=CC=C1C)CCCC